5-[4-[2-Fluoro-3-[(2-methylpyrimidin-5-yl)methoxy]phenoxy]phenyl]-7-propan-2-ylpyrrolo[2,3-d]pyrimidin-4-amine FC1=C(OC2=CC=C(C=C2)C2=CN(C=3N=CN=C(C32)N)C(C)C)C=CC=C1OCC=1C=NC(=NC1)C